CN1C(N(C2=C1C(=CC=C2)N2CCC(CC2)CN2CCNCC2)C2C(NC(CC2)=O)=O)=O 3-[3-Methyl-2-oxo-4-[4-(piperazin-1-ylmethyl)-1-piperidyl]benzimidazol-1-yl]piperidine-2,6-dione